(S)-2-tert-butoxycarbonylamino-3-(4-nitrophenoxyformyloxy)propionic acid ethyl ester C(C)OC([C@H](COC(=O)OC1=CC=C(C=C1)[N+](=O)[O-])NC(=O)OC(C)(C)C)=O